BrC1=C(C(=C(C2=C1SC1=C2C(=C(C(=C1C1=C(C(=C(C(=C1[2H])[2H])[2H])[2H])[2H])[2H])[2H])[2H])[2H])[2H])[2H] 4-bromo-6-(phenyl-d5)dibenzo[b,d]thiophene-1,2,3,7,8,9-d6